BrC1=C(C=CC(=C1)C(NC1=CC=C(C=C1)I)=O)C1=CC=C(C=C1)C(=O)OC methyl 2'-bromo-4'-[(4-iodophenyl)carbamoyl]-[1,1'-biphenyl]-4-carboxylate